CC(COC(C(=C)C)=O)CCCCCCCCCCCCCC 2-Methylhexadecyl-2-methylprop-2-enoate